NC1=CC=2C(=C3C(=NC2C=C1F)C1=CC2=C(C(N1C3)=O)COC([C@]2(O)CC)=O)CNC(SCCO)=O S-(2-hydroxyethyl) (S)-((9-amino-4-ethyl-8-fluoro-4-hydroxy-3,14-dioxo-3,4,12,14-tetrahydro-1H-pyrano[3',4':6,7]-indolizino[1,2-b]quinolin-11-yl)methyl)carbamothioate